NC=1SC2=C(N1)C(=CC(=C2)C(=O)OC)C#N methyl 2-amino-4-cyanobenzo[d]thiazole-6-carboxylate